BrC1=NN(C=N1)COCC[Si](C)(C)C 3-bromo-1-((2-(trimethylsilyl)ethoxy)methyl)-1H-1,2,4-triazole